C(C)(C)(C)OC(=O)N[C@@H](C(=O)O)CC1=CC(=CC=C1)OC (R)-2-((tert-butoxycarbonyl)amino)-3-(3-methoxyphenyl)propanoic acid